N-(3-(1H-1,2,4-triazol-3-ylthio)-4-hydroxynaphthalen-1-yl)-4-ethoxybenzenesulfonamide N1N=C(N=C1)SC=1C=C(C2=CC=CC=C2C1O)NS(=O)(=O)C1=CC=C(C=C1)OCC